2-chloro-6-(2-fluoroprop-2-yl)pyrazine 2-((1S,3S)-3-(azidomethyl)-6,7-dichloro-8-methoxy-1-methyl-1,3-dihydro-2H-pyrrolo[3,4-c]quinolin-2-yl)-2-oxoethyl-acetate N(=[N+]=[N-])C[C@H]1N([C@H](C2=C1C=NC=1C(=C(C(=CC21)OC)Cl)Cl)C)C(CCC(=O)O)=O.ClC2=NC(=CN=C2)C(C)(C)F